N-(6-(1,1-dioxido-4-oxo-1,2,5-thiadiazolidin-2-yl)-5-fluoro-7-hydroxynaphthalen-2-yl)-2-((cis)-4-(3-(2,6-dioxopiperidin-3-yl)-1-methyl-1H-indazol-6-yl)cyclohexyl)acetamide O=S1(N(CC(N1)=O)C=1C(=C2C=CC(=CC2=CC1O)NC(C[C@@H]1CC[C@@H](CC1)C1=CC=C2C(=NN(C2=C1)C)C1C(NC(CC1)=O)=O)=O)F)=O